BrC1=CC(=CC2=C1N(C(N2)=O)C)OC(F)(F)F 7-bromo-1-methyl-5-(trifluoromethoxy)-1,3-dihydro-2H-benzo[d]imidazol-2-one